(Z)-N-(2,2-diphenylethyl)-N'-(p-tolyl)furan-3-carboximidamide C1(=CC=CC=C1)C(CN\C(=N/C1=CC=C(C=C1)C)\C1=COC=C1)C1=CC=CC=C1